2-(2,6-dioxopiperidin-3-yl)-3-oxo-5-phenylisoindoline-4-carbonitrile O=C1NC(CCC1N1CC=2C=CC(=C(C2C1=O)C#N)C1=CC=CC=C1)=O